ClC=1C=CC(=C(C1)C1=CC(=C(N=N1)N(C)CC1(C(OCC1)=O)CO)NC1=CC(=NC=C1)NC(CCN1CCN(CC1)C)=O)F N-(4-{[6-(5-chloro-2-fluoro-phenyl)-3-({[3-(hydroxymeth-yl)-2-oxooxolan-3-yl]methyl}-(methyl)amino)pyridazin-4-yl]amino}pyridin-2-yl)-3-(4-methylpiperazin-1-yl)propan-amide